FC(CCCCC(F)(F)F)(F)[NH3+] pentafluorohexyl-ammonium